((S)-2,2-difluorocyclopropyl)(3-(6-(1-(difluoromethyl)-1H-pyrazol-4-yl)-7H-pyrrolo[2,3-d]pyrimidin-4-yl)-3,8-diazabicyclo[3.2.1]octan-8-yl)methanone FC1([C@@H](C1)C(=O)N1C2CN(CC1CC2)C=2C1=C(N=CN2)NC(=C1)C=1C=NN(C1)C(F)F)F